Octyldodecan-1-ol C(CCCCCCC)C(CCCCCCCCCCC)O